2-(3-((1-methyl-1H-pyrazol-5-yl)amino)pyrimidin-4-yl)oxazole-2-carboxamide CN1N=CC=C1NN1CN=CC=C1C1(OC=CN1)C(=O)N